3-[(3-fluorophenyl)amino]-2-[3-(2-hydroxy-2-methylpropoxy)pyridin-4-yl]-1,5,6,7-tetrahydro-4H-pyrrolo[3,2-c]pyridin-4-one FC=1C=C(C=CC1)NC1=C(NC2=C1C(NCC2)=O)C2=C(C=NC=C2)OCC(C)(C)O